C1(CCCCC1)(CCO)CCO Cyclohexanediethanol